5-{(7R)-1-fluoro-3-hydroxy-7-[(4-hydroxy-3,3-dimethylbutyl)amino]-5,6,7,8-tetrahydronaphthalen-2-yl}-1λ6,2,5-thiadiazolidine-1,1,3-trione FC1=C(C(=CC=2CC[C@H](CC12)NCCC(CO)(C)C)O)N1CC(NS1(=O)=O)=O